1-(oxetan-3-yl)-4-[4-(4,4,5,5-tetramethyl-1,3,2-dioxaborolan-2-yl)phenyl]piperazine O1CC(C1)N1CCN(CC1)C1=CC=C(C=C1)B1OC(C(O1)(C)C)(C)C